di-(3,5-ditrifluoromethyl-phenyl)methylene(cyclopentadienyl)(2,7-dimethyl-3,6-di-tert-butylfluorenyl)zirconium dichloride [Cl-].[Cl-].FC(C=1C=C(C=C(C1)C(F)(F)F)C(=[Zr+2](C1=C(C(=CC=2C3=CC(=C(C=C3CC12)C)C(C)(C)C)C(C)(C)C)C)C1C=CC=C1)C1=CC(=CC(=C1)C(F)(F)F)C(F)(F)F)(F)F